N-[3-[5-chloro-2-(difluoromethoxy)phenyl]-1-[[2-(2-piperazin-1-ylethyl)tetrazol-5-yl]methyl]pyrazol-4-yl]pyrazolo[1,5-a]pyrimidine-3-carboxamide ClC=1C=CC(=C(C1)C1=NN(C=C1NC(=O)C=1C=NN2C1N=CC=C2)CC=2N=NN(N2)CCN2CCNCC2)OC(F)F